CC1=NC2=C(N1)C=C(C=C2C(=O)O)C2=CC=C(C=C2)C2=CC=C(C=C2)OCCN2CCOCC2 2-methyl-6-(4'-(2-morpholinoethoxy)-[1,1'-biphenyl]-4-yl)-1H-benzo[d]imidazole-4-carboxylic acid